ClC1=C(C(=NC=N1)C(=O)OC)OC Methyl 6-chloro-5-methoxy-pyrimidine-4-carboxylate